3-(difluoro(4-methyl-4H-1,2,4-triazol-3-yl)methyl)oxetan FC(C1COC1)(C1=NN=CN1C)F